(S)-N-(6-(cyclopropylmethoxy)pyridazin-3-yl)-2-((S)-4,4-difluoro-3-(1H-1,2,4-triazol-5-yl)piperidin-1-yl)propanamide C1(CC1)COC1=CC=C(N=N1)NC([C@H](C)N1C[C@H](C(CC1)(F)F)C1=NC=NN1)=O